diphenylmethylene(cyclopentadienyl)(fluorenyl)zirconium dichloride [Cl-].[Cl-].C1(=CC=CC=C1)C(C1=CC=CC=C1)=[Zr+2](C1=CC=CC=2C3=CC=CC=C3CC12)C1C=CC=C1